methyl 5-[2-[tert-butoxycarbonyl(methyl)amino]-5-azaspiro[2.3]hexan-5-yl]pyrazine-2-carboxylate C(C)(C)(C)OC(=O)N(C1CC12CN(C2)C=2N=CC(=NC2)C(=O)OC)C